5-(2,6-difluorophenoxy)pyridinecarboxaldehyde FC1=C(OC=2C=CC(=NC2)C=O)C(=CC=C1)F